(R)-2-(4-((1-methylpiperidin-3-yl)amino)-7-(trifluoromethyl)phthalazin-1-yl)-5-(trifluoromethyl)phenol CN1C[C@@H](CCC1)NC1=NN=C(C2=CC(=CC=C12)C(F)(F)F)C1=C(C=C(C=C1)C(F)(F)F)O